6-bromo-4-chloro-7-fluoroquinoline BrC=1C=C2C(=CC=NC2=CC1F)Cl